D,L-aspartamide N[C@@H](CC(=O)N)C(=O)N |r|